C(CCC)N.S(C1=C(C=CC(=C1)C(C)(C)CC(C)(C)C)O)C1=C(C=CC(=C1)C(C)(C)CC(C)(C)C)O.[Ni] nickel [2,2'-thiobis(4-t-octylphenol)]-n-butylamine salt